(5S,8S)-N-(2,4-dichloro-6-(hydroxymethyl)benzyl)-5-fluoro-8-(2-hydroxyethoxy)-5,6,7,8-tetrahydroquinoline-5-carboxamide ClC1=C(CNC(=O)[C@]2(C=3C=CC=NC3[C@H](CC2)OCCO)F)C(=CC(=C1)Cl)CO